FC1=C(C=C(C(=C1O)F)C(F)(F)F)C1=NN(C2=C1C=NC(=C2)N2CCN(CC2)C(C)=O)C 1-(4-(3-(2,4-Difluoro-3-hydroxy-5-(trifluoromethyl)phenyl)-1-methyl-1H-pyrazolo[4,3-c]pyridin-6-yl)piperazin-1-yl)ethanone